FC(C(=O)O)(F)F.N1CC(C1)C(CC(=O)OCC)=O ethyl 3-(azetidin-3-yl)-3-oxopropionate trifluoroacetate salt